FC1=CC=C(C=C1)[C@H]1[C@@H](C1)NCCC[C@@H](C(=O)N1CCN(CC1)C)NC(C1=CC=C(C=C1)N1N=NC=C1)=O N-[(2S)-5-{[(1R,2S)-2-(4-fluorophenyl)cyclopropyl]amino}-1-(4-methylpiperazin-1-yl)-1-oxopent-2-yl]-4-(1H-1,2,3-triazol-1-yl)benzamide